3-((3-(tert-butyl)phenyl)ethynyl)-N-(2-(2-cyano-4,4-difluoropyrrolidin-1-yl)-2-oxoethyl)isonicotinamide C(C)(C)(C)C=1C=C(C=CC1)C#CC1=C(C(=O)NCC(=O)N2C(CC(C2)(F)F)C#N)C=CN=C1